tert-butyl (S)-(1-hydroxyhexan-2-yl)carbamate OC[C@H](CCCC)NC(OC(C)(C)C)=O